Titanium n-butoxide trichloride [Cl-].[Cl-].[Cl-].[O-]CCCC.[Ti+4]